N1-methyl-N3-(3-(trimethoxysilyl)propyl)propan-1,3-diamine CNCCCNCCC[Si](OC)(OC)OC